4-chloro-N-(3-fluoro-5-(phenylethynyl)pyridin-2-yl)-1-(1-propionylpiperidin-4-yl)-1H-pyrazole-5-carboxamide ClC=1C=NN(C1C(=O)NC1=NC=C(C=C1F)C#CC1=CC=CC=C1)C1CCN(CC1)C(CC)=O